ethyl 6-chloro-7-[(2R)-2-{[(3-chloropyridin-2-yl) oxy] methyl} pyrrolidin-1-yl]-1-[6-(N-methanesulfonylmethylsulfonamido) pyridin-3-yl]-4-oxo-1,4-dihydroquinoline-3-carboxylate ClC=1C=C2C(C(=CN(C2=CC1N1[C@H](CCC1)COC1=NC=CC=C1Cl)C=1C=NC(=CC1)N(S(=O)(=O)C)S(=O)(=O)C)C(=O)OCC)=O